O(C1=CC=CC=C1)C1=CC=C(C=C1)C1=NN(C2=NC=NC(=C21)N)[C@H]2CN(CCC2)S(=O)(=O)C2=C(C(=C(C(=C2)F)F)F)F (R)-3-(4-phenoxyphenyl)-1-(1-((2,3,4,5-tetrafluorophenyl)sulfonyl)piperidin-3-yl)-1H-pyrazolo[3,4-d]Pyrimidin-4-amine